cyclopenta[c]pyran C=1OC=CC=2C1C=CC2